NC=1C2=C(N=CN1)C(=NC(=C2)C)C=2C(=C(C=CC2C)O)C racemic-3-(4-amino-6-methylpyrido[3,4-d]pyrimidin-8-yl)-2,4-dimethylphenol